2,2,6-trimethyl-heptane-3,5-dione CC(C)(C(CC(C(C)C)=O)=O)C